FC1(CCC(OC1)C(=O)N)F 5,5-difluoro-tetrahydro-2H-pyran-2-carboxamide